methyl (R)-4-chloro-7-fluoro-6-(piperidin-3-yl)-1H-indole-2-carboxylate ClC1=C2C=C(NC2=C(C(=C1)[C@@H]1CNCCC1)F)C(=O)OC